tert-butyl (S)-3-((S)-1-hydroxy-2-nitroethyl)-3,4-dihydroisoquinoline-2(1H)-carboxylate O[C@@H](C[N+](=O)[O-])[C@H]1N(CC2=CC=CC=C2C1)C(=O)OC(C)(C)C